N[C@H]1[C@@H](CC(C2=CC(=CC=C12)Br)(C)C)O (1r,2r)-1-amino-6-bromo-4,4-dimethyl-1,2,3,4-tetrahydronaphthalen-2-ol